2-(1-(2,2-difluoroethyl)-3,5-dimethyl-1H-pyrazol-4-yl)acetic acid ethyl ester C(C)OC(CC=1C(=NN(C1C)CC(F)F)C)=O